FC=1C(=C(C=CC1F)[C@H]1[C@H](O[C@]([C@H]1C)(C(F)(F)F)C)C(=O)NC1=C(C(=NC=C1)C(=O)N)C)OC 4-[[(2S,3S,4S,5R)-3-(3,4-Difluoro-2-methoxy-phenyl)-4,5-dimethyl-5-(trifluoromethyl)tetrahydrofuran-2-carbonyl]amino]-3-methyl-pyridin-2-carboxamid